C[C@@H]1CN(C[C@@H](O1)C)C(=O)C=1C2=C(N(N1)CC(=O)N1CCC(CC1)C1=CC(=CC=C1)CC)CCC2 2-{3-[(2R,6S)-2,6-Dimethylmorpholin-4-carbonyl]-5,6-dihydrocyclopenta[c]pyrazol-1(4H)-yl}-1-[4-(3-ethylphenyl)piperidin-1-yl]ethan-1-on